Methyl 4-amino-6-bromonicotinate NC1=CC(=NC=C1C(=O)OC)Br